(2S)-2-amino-3-phenylpropyl (aminocarbonyl)methylcarbamate NC(=O)CNC(OC[C@H](CC1=CC=CC=C1)N)=O